5-fluoro-3-(2-(3-phenyl-4-oxothiazolidine-2-ylidene)hydrazono)-1H-indol-2-one FC=1C=C2C(C(NC2=CC1)=O)=NN=C1SCC(N1C1=CC=CC=C1)=O